9-ethyl-4-(4,4,5,5-tetramethyl-1,3,2-dioxaborolan-2-yl)-9h-carbazole C(C)N1C2=CC=CC=C2C=2C(=CC=CC12)B1OC(C(O1)(C)C)(C)C